[2-(1H-indol-3-yl)-1H-imidazol-4-yl](3,4,5-trimethoxyphenyl)methanone mesylate S(C)(=O)(=O)O.N1C=C(C2=CC=CC=C12)C=1NC=C(N1)C(=O)C1=CC(=C(C(=C1)OC)OC)OC